NC1=NOC2=C1C=CC=C2C2=C(C=C(C#N)C=C2)OC=2N(N=C(C2)C2CC2)C 4-(3-amino-1,2-benzoxazol-7-yl)-3-(5-cyclopropyl-2-methylpyrazol-3-yl)oxybenzonitrile